O=C1NC(CCC1C1=CC=C(C=C1)N1CCN(CC1)CC(=O)N1CCC(CC1)C=1N=C2N(C=C(C(=C2)OC(C)C)NC(=O)C2=NC(=CC=C2)C(F)(F)F)C1)=O N-[2-[1-[2-[4-[4-(2,6-dioxo-3-piperidyl)phenyl]piperazin-1-yl]acetyl]-4-piperidyl]-7-isopropoxy-imidazo[1,2-a]pyridin-6-yl]-6-(trifluoromethyl)pyridine-2-carboxamide